6-(4-(3-(5-oxo-5,6-dihydro-1,6-naphthyridin-7-yl)propanoyl)piperazin-1-yl)nicotinonitrile O=C1C=2C=CC=NC2C=C(N1)CCC(=O)N1CCN(CC1)C1=NC=C(C#N)C=C1